Cl.FC1=CC=C(C=C1)[C@H]1[C@@H](C1)NC[C@@H](C(=O)N1CCN(CC1)C)NC(C1=CC=C(C=C1)N1N=CC=C1)=O N-[(S)-3-{[(1R,2S)-2-(4-fluorophenyl)cyclopropyl]amino}-1-(4-methylpiperazin-1-yl)-1-oxopropan-2-yl]-4-(1H-pyrazol-1-yl)benzamide hydrochloride salt